C1(CC1)NC(C1=C(C(=CC=C1)F)SC1=CC=C2C(=NNC2=C1)\C=C\C1=NC(=CC=C1)CCN1CCCC1)=O N-cyclopropyl-3-fluoro-2-({3-[(E)-2-{6-[2-(pyrrolidin-1-yl)ethyl]pyridin-2-yl}vinyl]-1H-indazol-6-yl}thio)benzamide